ClC1=C(C=CC=C1OCCCN1CC(CC1)O)C=1C=C(NN2OC3=C(C2)C=CC=C3)C=CC1 N-(3-(2-chloro-3-(3-(3-hydroxypyrrolidin-1-yl)propoxy)phenyl)anilino)benzisoxazole